6-amino-2-methyl-4,5-dihydropyridazin-3(2H)-one NC=1CCC(N(N1)C)=O